C(C)N(C(C1=C(C=CC(=C1)F)OC1=C(N=CN=N1)N1CC2(CN(C2)C(CCNCCCO)C(C)C)CC1)=O)C(C)C N-ethyl-5-fluoro-2-((5-(2-(1-((3-hydroxypropyl)amino)-4-methylpentan-3-yl)-2,6-diazaspiro[3.4]octan-6-yl)-1,2,4-triazin-6-yl)oxy)-N-isopropylbenzamide